(2-(4-(7-isopropoxyquinazolin-4-yl)piperazin-1-yl)ethyl)phosphonic acid C(C)(C)OC1=CC=C2C(=NC=NC2=C1)N1CCN(CC1)CCP(O)(O)=O